4-bromo-2-methyl-7-((methylthio)methoxy)-2H-indazole BrC=1C2=CN(N=C2C(=CC1)OCSC)C